ClC=1C(=CC2=C(CC(O2)C=2C=C(C#N)C=CC2)C1)Cl m-(5,6-dichloro-2,3-dihydro-1-benzofuran-2-yl)benzonitrile